(2R,5S)-N-(7-chloro-6-(1-((3R,4R)-4-hydroxy-3-methyltetrahydrofuran-3-yl)piperidin-4-yl)isoquinolin-3-yl)-5-isopropoxytetrahydro-2H-pyran-2-carboxamide ClC1=C(C=C2C=C(N=CC2=C1)NC(=O)[C@@H]1OC[C@H](CC1)OC(C)C)C1CCN(CC1)[C@@]1(COC[C@@H]1O)C